C(C)C1=C(C=C(C=C1)NC(=O)N1C2CC(CC1C2)C)C=2C=NC=C(C2)F cis-N-(4-ethyl-3-(5-fluoropyridin-3-yl)phenyl)-3-methyl-6-azabicyclo[3.1.1]heptane-6-carboxamide